cetylstearyl valinate N[C@@H](C(C)C)C(=O)OCCCCCCCCCCCCCCCCCCCCCCCCCCCCCCCCCC